3-[4-[1-[5-[(6,7-Difluoro-4-methylsulfanyl-1H-indol-5-yl)oxy]-2-fluoro-phenyl]pyrazol-3-yl]-4-methyl-chroman-8-yl]propanoic acid FC1=C(C(=C2C=CNC2=C1F)SC)OC=1C=CC(=C(C1)N1N=C(C=C1)C1(CCOC2=C(C=CC=C12)CCC(=O)O)C)F